NC1=CC=C(C=C1)N1[C@H](CCC1)C=1N=C(SC1)NC(=O)C=1N(C=CC1)CC1=CC=NC=C1 N-[4-[(2R)-1-(4-aminophenyl)pyrrolidin-2-yl]-1,3-thiazol-2-yl]-1-(pyridin-4-ylmethyl)pyrrole-2-carboxamide